(Racemic)-2'-chloro-N-(5-(3-(difluoromethoxy)cyclopentane-1-carbonyl)-5,6-dihydro-4H-pyrrolo[3,4-d]thiazol-2-yl)-5'-methoxy-6-methyl-[4,4'-bipyridine]-3-carboxamide ClC1=NC=C(C(=C1)C1=C(C=NC(=C1)C)C(=O)NC=1SC2=C(N1)CN(C2)C(=O)C2CC(CC2)OC(F)F)OC